N(=[N+]=[N-])C1=CC=C(COC(=O)N(C)C(C(=O)O)CSSC(C)(C)C)C=C1 ((4-azidobenzyloxycarbonyl)(methyl)amino)-3-(tert-butyldithio)propionic acid